methyl 5-bromo-4-(5-fluoro-3-{[3-fluoro-5-(trifluoromethyl)phenyl] methoxy} pyridin-2-yl)thiophene-2-carboxylate BrC1=C(C=C(S1)C(=O)OC)C1=NC=C(C=C1OCC1=CC(=CC(=C1)C(F)(F)F)F)F